β-ethylene oxalate C1(C(=O)OCCO1)=O